tert-butyl 4-(1-cyanocyclopropyl)-2-isopropyl-pyrrole-1-carboxylate C(#N)C1(CC1)C=1C=C(N(C1)C(=O)OC(C)(C)C)C(C)C